CC/C=C\C/C=C\C/C=C\CCCCCCC(=O)O 8Z,11Z,14Z-Heptadecatrienoic acid